FC1=C(CNC2=NC(=NC=C2C(=O)N)NC=2C=NN(C2)CCN2CCCC2)C(=CC=C1)OC 4-((2-fluoro-6-methoxybenzyl)amino)-2-((1-(2-(pyrrolidin-1-yl)ethyl)-1H-pyrazol-4-yl)amino)pyrimidin-5-carboxamide